F[C@@H]1CNCC[C@H]1N1CCN(CC1)C1=CC=CC=2N(C(N(C21)C)=O)C2C(NC(CC2)=O)=O 3-[4-[4-[(3R,4R)-3-fluoro-4-piperidinyl]piperazin-1-yl]-3-methyl-2-oxo-benzimidazol-1-yl]piperidine-2,6-dione